2,3,5,6-tetrafluoro-4-phenylaniline FC1=C(N)C(=C(C(=C1F)C1=CC=CC=C1)F)F